CC(CC(=O)O)CCC1=CC=CC=C1 3-methyl-5-phenyl-pentanoic acid